1,3-bis(1,8-dimethyl-9H-carbazol-9-yl)benzene chloride [Cl-].CC1=CC=CC=2C3=CC=CC(=C3N(C12)C1=CC(=CC=C1)N1C2=C(C=CC=C2C=2C=CC=C(C12)C)C)C